3,4,5-trihydroxybenzoyl isothiocyanate OC=1C=C(C(=O)N=C=S)C=C(C1O)O